CN1C=NC(=C1)C(=O)ON=CC1=CC(=CC=C1)Br 3-Bromobenzaldehyde-O-(1-methyl-1H-imidazole-4-carbonyl) oxime